C1(CC1)C1=CC=C(C(N1C=1C=NC(=CC1C)OCC)=O)C(=O)O 6-cyclopropyl-1-(6-ethoxy-4-methyl-3-pyridyl)-2-oxo-pyridine-3-carboxylic acid